(S)-4-(3-(3-(4-((tert-butyldimethylsilyl)oxy)butan-2-yl)-6-chloroimidazo[1,5-a]pyrazin-1-yl)phenethyl)morpholine [Si](C)(C)(C(C)(C)C)OCC[C@H](C)C1=NC(=C2N1C=C(N=C2)Cl)C=2C=C(CCN1CCOCC1)C=CC2